1-(tert-Butyl)2-methyl-(2R,4S)-5-acetoxy-4-((tert-butyldimethylsilyl)oxy)pyrrolidine C(C)(C)(C)N1[C@@H](C[C@@H](C1OC(C)=O)O[Si](C)(C)C(C)(C)C)C